2,5-dimethyl-2,5-di-tert-butylcumyl-peroxyhexyneN CC1(C(C(C)(C)OOC#CC=CCC)=CC(C=C1)(C(C)(C)C)C)C(C)(C)C